COCCCCCC Methylhexyl ether